3-azabicyclo[3.1.0]-hexan C12CNCC2C1